(S)-N-((S)-3-oxo-1-((S)-2-oxopyrrolidin-3-yl)-4-(trifluoromethoxy)butan-2-yl)-5-((N-phenyl-sulfamoyl)glycyl)-5-azaspiro[2.4]heptane-6-carboxamide O=C([C@H](C[C@H]1C(NCC1)=O)NC(=O)[C@H]1N(CC2(CC2)C1)C(CNS(NC1=CC=CC=C1)(=O)=O)=O)COC(F)(F)F